(R)-4-amino-N-(1-(pyrimidin-2-yl)ethyl)-N-((5-(trifluoromethyl)pyridin-2-yl)methyl)tetrazolo[1,5-a]quinoxaline-8-carboxamide NC=1C=2N(C3=CC(=CC=C3N1)C(=O)N(CC1=NC=C(C=C1)C(F)(F)F)[C@H](C)C1=NC=CC=N1)N=NN2